CNCC1=CC=CC=C1 N-methylbenzylamine